O=CCCC1CCN(CC1)C1=C(C=NC=C1)C1CN(C1)C(=O)OC(C)(C)C tert-butyl 3-(4-(4-(3-oxopropyl)piperidin-1-yl)pyridin-3-yl)azetidine-1-carboxylate